ClC=1C=C(C2=C(C1)C1(NCCOC1)CO2)B2OC(C(O2)(C)C)(C)C 5-chloro-7-(4,4,5,5-tetramethyl-1,3,2-dioxaborolan-2-yl)spiro[2H-benzofuran-3,3'-morpholine]